C(C)O[Si]1(C[SiH2]C1)OCC 1,1-diethoxy-1,3-disilacyclobutane